(2-(5-ethyl-3,6-dimethoxypyridin-2-yl)ethyl)carbamic acid tert-butyl ester C(C)(C)(C)OC(NCCC1=NC(=C(C=C1OC)CC)OC)=O